N-(4-(2-((2R,5R)-2-(1-(4-bromophenyl)-3-(4-fluorophenyl)-1H-pyrazol-4-yl)-5-methyl-4-oxooxazolidin-3-yl)ethyl)phenyl)methylsulfonamide BrC1=CC=C(C=C1)N1N=C(C(=C1)[C@H]1O[C@@H](C(N1CCC1=CC=C(C=C1)CNS(=O)=O)=O)C)C1=CC=C(C=C1)F